FC([C@@H](C)OC1=CC=CC2=C1C(N1C(CO2)CCC1)=O)(F)F 6-(((R)-1,1,1-trifluoropropan-2-yl)oxy)-2,3,11,11a-tetrahydro-1H,5H-benzo[f]pyrrolo[2,1-c][1,4]oxazepin-5-one